2,4-difluoro-3-[[(3-phenyl-1-[[2-(trimethylsilyl)ethoxy]methyl]pyrazolo[3,4-b]pyridin-5-yl)oxy]methyl]aniline FC1=C(N)C=CC(=C1COC=1C=C2C(=NC1)N(N=C2C2=CC=CC=C2)COCC[Si](C)(C)C)F